(3-bromo-4-fluoro-phenyl) sulfonyl-N-isopropyl-carbamate S(=O)(=O)=CC(C)NC(OC1=CC(=C(C=C1)F)Br)=O